NC1=NN(C2=C(C=C(C(=C12)OC1=C(C=CC(=C1)F)Cl)NC(C1=CC(=CC(=C1)C(F)(F)F)F)=O)CNCC1=C(C=C(C=C1)OC)OC)C1OCCCC1 N-[3-amino-4-(2-chloro-5-fluorophenoxy)-7-({[(2,4-dimethoxyphenyl)methyl]amino}methyl)-1-(oxan-2-yl)indazol-5-yl]-3-fluoro-5-(trifluoromethyl)benzamide